6-[(3R)-3-methyl-4-(3-[[(2S)-1-[6-oxo-5-(trifluoromethyl)-1,6-dihydropyridazin-4-yl]pyrrolidin-2-yl]methoxy]propanoyl)piperazin-1-yl]pyridine-3-carbonitrile C[C@@H]1CN(CCN1C(CCOC[C@H]1N(CCC1)C=1C=NNC(C1C(F)(F)F)=O)=O)C1=CC=C(C=N1)C#N